ClC1=C2C=C(N(C2=CC=C1)C(=O)OC(C)(C)C)CN1C(N(C=2N=C(N(C2C1=O)C)C(C1=CC=CC=C1)=NO)C)=O tert-Butyl 4-chloro-2-((8-((hydroxyimino)(phenyl)methyl)-3,7-dimethyl-2,6-dioxo-2,3,6,7-tetrahydro-1H-purin-1-yl)methyl)-1H-indole-1-carboxylate